FC1(CN(CC1)C=1C=C2C(=CC=NC2=CC1)NC1=CC=C(C=C1)C1=NC2=C(N1)C=CC(=C2)NC2=CC(=NC=C2)C)F 6-(3,3-difluoropyrrolidin-1-yl)-N-(4-(5-((2-methylpyridin-4-yl)amino)-1H-benzo[d]imidazol-2-yl)phenyl)quinolin-4-amine